5-((6-aminopyridin-3-yl)methyl)-2-fluorobenzonitrile NC1=CC=C(C=N1)CC=1C=CC(=C(C#N)C1)F